FC1=CC=C(C=C1)C(C)C(C(=O)N)N1N=CC=2N(C1=O)C=CC2 1-(4-fluorophenyl)ethyl-2-(4-oxopyrrolo[1,2-d][1,2,4]triazin-3(4H)yl)acetamide